ClC1=NNC=C1Cl 3,4-dichloro-1H-pyrazole